OCCN1C[C@@H]2[C@H](C1)CN(C2)C2=CC=CN=N2 6-((3aR,6aS)-5-(2-hydroxyethyl)hexahydropyrrolo[3,4-c]pyrrol-2(1H)-yl)pyridazin